COC1=C(C=C(C=C1)N1N=C(C(C1=O)C(=O)[O-])C)C=1N(C=CN1)C 1-(4-methoxy-3-(1-methyl-1H-imidazol-2-yl)phenyl)-3-methyl-5-oxo-4,5-dihydro-1H-pyrazole-4-carboxylate